C1(=CC=CC=C1)C(=C)C(C=C)=O 2-phenylpenta-1,4-dien-3-one